1-Methyl-2-(6-trifluoromethoxy-benzothiazol-2-ylamino)-1H-benzoimidazole-5-carboxylic acid (5-hydroxy-4,4-dimethyl-pentyl)-amide OCC(CCCNC(=O)C1=CC2=C(N(C(=N2)NC=2SC3=C(N2)C=CC(=C3)OC(F)(F)F)C)C=C1)(C)C